bis[2-(butyldimethoxysilyl)1,3-diethyl-1,3-propanedione] platinum (II) [Pt+2].C(CCC)[Si](C(C(=O)CC)C(=O)CC)(OC)OC.C(CCC)[Si](C(C(=O)CC)C(=O)CC)(OC)OC